COC1=NC=C(C(=N1)OC)C=1C=C(C=2N(N1)C(=CN2)F)[C@@H]2[C@H](C2)C2=CC=C1C3(C(N(C1=C2)CC(F)(F)F)=O)CCCC3 6'-((1S,2S)-2-(6-(2,4-dimethoxypyrimidin-5-yl)-3-fluoroimidazo[1,2-b]pyridazin-8-yl)cyclopropyl)-1'-(2,2,2-trifluoroethyl)spiro[cyclopentane-1,3'-indolin]-2'-one